IC=1C=C(OCCN2CCN(CC2)C(=O)OC(C)(C)C)C=CC1 tert-butyl 4-[2-(3-iodophenoxy)ethyl]piperazine-1-carboxylate